(4-formyl-3-methylphenyl)boric acid C(=O)C1=C(C=C(C=C1)OB(O)O)C